FC=1C=C(C=NC1C#N)C=1CCN(CC1)CC=1C=NC=2C=C(C(NC2C1)=O)C 5-fluoro-1'-((7-methyl-6-oxo-5,6-dihydro-1,5-naphthyridin-3-yl)methyl)-1',2',3',6'-tetrahydro-[3,4'-bipyridine]-6-carbonitrile